(E)-2,4-dibromo-6-(((2-(1-methyl-1H-indol-6-yl)-1H-benzo[d]imidazol-5-yl)imino)methyl)benzene-1,3-diol BrC1=C(C(=CC(=C1O)Br)/C=N/C1=CC2=C(NC(=N2)C2=CC=C3C=CN(C3=C2)C)C=C1)O